tert-Butyl 2-(imidazo[1,2-a]pyridin-5-yl)acetate N=1C=CN2C1C=CC=C2CC(=O)OC(C)(C)C